N-(2-aminophenyl)-N'-phenyl-octanediamide NC1=C(C=CC=C1)NC(CCCCCCC(=O)NC1=CC=CC=C1)=O